2-bromo-4-methylnicotinic acid BrC1=C(C(=O)O)C(=CC=N1)C